[Al].BrC1=CC(=C(C=C1C)S(=O)(=O)N(C1=NC=NC=C1)CC1=C(C=C(C=C1)OC)OC)F 4-bromo-N-(2,4-dimethoxybenzyl)-2-fluoro-5-methyl-N-(pyrimidin-4-yl)benzenesulfonamide Aluminum